NC1=C(SC=2N=C(SC21)C)C(=O)NC2CC=1C=CC(=NC1CC2)N2CC(C(C2)NC)C(COC)(F)F 6-amino-N-{2-[3-(1,1-difluoro-2-methoxyethyl)-4-(methylamino)pyrrolidin-1-yl]-5,6,7,8-tetrahydroquinolin-6-yl}-2-methylthieno[2,3-d][1,3]thiazole-5-carboxamide